(1R,4R,7R)-2-{2-[1-(cyclopropylmethyl)-6-(quinolin-5-yl)-1H-pyrrolo[2,3-b]pyridin-2-yl]-7-methoxy-1-methyl-1H-1,3-benzodiazol-5-carbonyl}-2-azabicyclo[2.2.1]heptan-7-amine C1(CC1)CN1C(=CC=2C1=NC(=CC2)C2=C1C=CC=NC1=CC=C2)C2=NC1=C(N2C)C(=CC(=C1)C(=O)N1[C@@H]2CC[C@H](C1)[C@H]2N)OC